4-(benzyloxy)phenyl-boronic acid C(C1=CC=CC=C1)OC1=CC=C(C=C1)B(O)O